C(C1=CC=CC=C1)(=O)NC1=C(C=CC=C1)CS(=O)(=O)NC1=C(N=CS1)C(=O)O 5-((2-benzoylaminophenyl)methylsulfonylamino)thiazole-4-carboxylic acid